NCCCOC=1C=C(C=CC1)CC(=O)NC=1SC(=C(N1)C=1C=C2C=CN(C2=CC1)C(C1=C(C=CC=C1)C)=O)C (3-(3-aminopropoxy)phenyl)-N-(5-methyl-4-(1-(2-methylbenzoyl)indol-5-yl)thiazol-2-yl)acetamide